2-methyl-3-oxo-3,4-dihydro-2H-benzo[b][1,4]thiazine-6-carbonyl chloride CC1C(NC2=C(S1)C=CC(=C2)C(=O)Cl)=O